NC=1N(C=CN1)C(=O)OC(C)(C)C tert-butyl 2-aminoimidazole-1-carboxylate